N-(4-bromobenzo[d]thiazol-2-yl)-1-(pyrrolidin-3-yl)piperidine-3-carboxamide hydrochloride Cl.BrC1=CC=CC2=C1N=C(S2)NC(=O)C2CN(CCC2)C2CNCC2